5-[4-[2-(2-methylphenyl)acetylamino]phenyl]-1H-naphtho[1,2-b][1,4]diazepine CC1=C(C=CC=C1)CC(=O)NC1=CC=C(C=C1)N1C2=C(NCC=C1)C1=CC=CC=C1C=C2